4-(chloromethyl)-2-(4-iodophenyl)oxazole ClCC=1N=C(OC1)C1=CC=C(C=C1)I